FC1=C(C(=CC=C1)F)C1=NN(C=C1C1=NC=NC2=CC(=CC=C12)OC)C 4-(3-(2,6-difluorophenyl)-1-methyl-1H-pyrazol-4-yl)-7-methoxyquinazolin